COC1=C(C=C2C(=NC=NC2=C1)NC1=CC2=CC=CC=C2C=C1)OC1CC2CCCC(C1)N2C(C=C)=O 1-(3-((7-methoxy-4-(naphthalen-2-ylamino)quinazolin-6-yl)oxy)-9-azabicyclo[3.3.1]nonan-9-yl)prop-2-en-1-one